racemic-ethyl (Z)-3-((3-butyl-7-(ethylthio)-5-(4-fluorophenyl)-2-methyl-1,1-dioxido-2,3,4,5-tetrahydro-1,2,5-benzothiadiazepin-8-yl)oxy)-2-fluoroacrylate C(CCC)[C@H]1N(S(C2=C(N(C1)C1=CC=C(C=C1)F)C=C(C(=C2)O\C=C(\C(=O)OCC)/F)SCC)(=O)=O)C |r|